O1CCOC12CCC(CC2)CN2CC1(C2)CN(C1)C1=NC=NC=C1OC1=C(C=C(C=C1)F)C=1C(=NC=NC1)C(C)C 2-(1,4-dioxaspiro[4.5]decan-8-ylmethyl)-6-(5-(4-fluoro-2-(4-isopropylpyrimidin-5-yl)phenoxy)pyrimidin-4-yl)-2,6-diazaspiro[3.3]heptane